O=C1N(CC2=CC(=CC=C12)OC1C(CCC1)N1C[C@@H]2[C@H](C1)COC2)C2C(NC(CC2)=O)=O 3-(1-oxo-5-((2-((3aR,6aS)-tetrahydro-1H-furo[3,4-c]pyrrol-5(3H)-yl)cyclopentyl)oxy)isoindolin-2-yl)piperidine-2,6-dione